NC=1C(=CC(=C(C1)NC1=CC2=C(N=C(N=C2)N(C(OC(C)(C)C)=O)C)N2C1=NCC2)C)F tert-butyl (6-((5-amino-4-fluoro-2-methylphenyl)amino)-8,9-dihydroimidazo[1',2':1,6]pyrido[2,3-d]pyrimidin-2-yl)(methyl)carbamate